3-(phenylsulfonyl)-1'-(1-(tetrahydro-2H-pyran-2-yl)-1H-pyrazol-4-yl)-3,6-dihydro-7H-spiro[dipyrrolo[2,3-b:3',2'-d]pyridine-8,4'-piperidin]-7-one C1(=CC=CC=C1)S(=O)(=O)N1C=CC=2C1=NC=C1C2C2(CCN(CC2)C=2C=NN(C2)C2OCCCC2)C(N1)=O